phenyl 1,1,2,2,3,3,4,4,4-nonafluorobutane-1-sulfonate FC(C(C(C(F)(F)F)(F)F)(F)F)(S(=O)(=O)OC1=CC=CC=C1)F